2-(6-fluoropyridin-3-yl)thiazole-4-carboxamide FC1=CC=C(C=N1)C=1SC=C(N1)C(=O)N